C=1N=CN2C1C1=CC=CC=C1[C@@H]2[C@H]2CC([C@H]2O)(C)C (1S,4R)-4-((S)-5H-Imidazo[5,1-a]isoindol-5-yl)-2,2-dimethylcyclobutan-1-ol